COP(=O)(OC)OC(C(OC1=C(C=C(C=C1)Cl)Cl)CC)=O ethyl-(2,4-dichlorophenoxy)acetic acid 1-(dimethoxyphosphoryl) ester